S1C=CC2=C1C(NCCC2)=O 4,5,6,7-tetrahydro-8H-thieno[2,3-c]azepin-8-one